N,N-dimethyl-2-oxo-2-p-tolylacetamide CN(C(C(C1=CC=C(C=C1)C)=O)=O)C